3-chloro-2-methyl-imidazo[1,2-a]pyridine-8-carboxylic acid methyl ester COC(=O)C=1C=2N(C=CC1)C(=C(N2)C)Cl